FC=1C=CC2=C(N(C(=N2)C)C2=NC(=CC(=N2)N=S(=O)(C)C)N2[C@@H](COCC2)C)C1 (R)-((2-(6-fluoro-2-methyl-1H-benzo[d]-imidazol-1-yl)-6-(3-methylmorpholino)-pyrimidin-4-yl)imino)-dimethyl-λ6-sulfanone